ClC1=CC2=C(OC(CN2)CNC(=O)[C@@H]2CC[C@H](CC2)NC(CO[C@@H]2C[C@@H](C2)OC(F)(F)F)=O)C=C1 trans-N-((6-chloro-3,4-dihydro-2H-benzo[b][1,4]oxazin-2-yl)methyl)-4-(2-(cis-3-(trifluoromethoxy)cyclobutoxy)acetamido)cyclohexane-1-carboxamide